C(#N)CC1=NC2=C(N(C(C(=C2N2C[C@H](N(C[C@@H]2C)C(=O)OC(C)(C)C)C)F)=O)C)N1CC tert-butyl (2R,5S)-4-(2-(cyanomethyl)-3-ethyl-6-fluoro-4-methyl-5-oxo-4,5-dihydro-3H-imidazo[4,5-b]pyridin-7-yl)-2,5-dimethylpiperazine-1-carboxylate